ClC1=CC=C(C=C1)CNC(NC1=CC=C(C=C1)[C@@H](C)S(=O)(=O)C)=O 3-[(4-chlorophenyl)methyl]-1-[4-[(1R)-1-methanesulfonylethyl]phenyl]urea